C(N)(=O)C=1N(C2=CC(=CC=C2C1)OC(F)(F)F)C1=CC=CC(=N1)[C@H]1[C@@H](C1)C(=O)OCC |r| (rac)-ethyl trans-2-(6-(2-carbamoyl-6-(trifluoromethoxy)-1H-indol-1-yl)pyridin-2-yl)cyclopropane-1-carboxylate